C(C1=CC=CC=C1)OC(=O)N1CC(CCC1)(C(=O)O)C(F)(F)F ((benzyloxy)carbonyl)-3-(trifluoromethyl)piperidine-3-carboxylic acid